3-(5-(furan-2-yl)pyridin-3-yl)-4-methoxyphenyl (cyclohexylmethyl)carbamate C1(CCCCC1)CNC(OC1=CC(=C(C=C1)OC)C=1C=NC=C(C1)C=1OC=CC1)=O